2,4-dimethyl-1H-pyrrole-3-propanoic acid CC=1NC=C(C1CCC(=O)O)C